methyl aminocyclohexyl-carboxylate NC1(CCCCC1)C(=O)OC